bromo-5'-chloro-2,6-dimethyl-1,1'-biphenyl BrC=1C(=C(C(=CC1)C)C1=CC=CC(=C1)Cl)C